(3-acetyl-1-(2-((1R,3S,5R)-3-((3-chloro-2-fluorobenzyl)carbamoyl)-5-((dimethylamino)methyl)-2-azabicyclo[3.1.0]hexan-2-yl)-2-oxoethyl)-1H-indol-6-yl)(methyl)phosphinic acid C(C)(=O)C1=CN(C2=CC(=CC=C12)P(O)(=O)C)CC(=O)N1[C@@H]2C[C@@]2(C[C@H]1C(NCC1=C(C(=CC=C1)Cl)F)=O)CN(C)C